(3S,4R)-3-fluoro-4-hydroxypiperidine F[C@H]1CNCC[C@H]1O